4-((3aS,4R,6aR)-4-((1-(pivaloyloxy)ethoxy)carbonyl)octahydropyrrolo[3,4-b]pyrrol-4-yl)butylboronic acid C(C(C)(C)C)(=O)OC(C)OC(=O)[C@@]1(NC[C@@H]2NCC[C@@H]21)CCCCB(O)O